Cl.N[C@@H]1CN(CCC1)C1=C(C=NC(=C1)NC1=NC(=NC=C1)C1=C(C=CC=C1OC)F)C1=CC=C(C(=O)NC2CCC(CC2)O)C=C1 4-(4-((S)-3-aminopiperidin-1-yl)-6-((2-(2-fluoro-6-methoxyphenyl)pyrimidin-4-yl)amino)pyridin-3-yl)-N-((1r,4S)-4-hydroxycyclohexyl)benzamide hydrochloride